ethyl 2-[1-(2-methyl-1,3-thiazol-4-yl)-1H-pyrazol-4-yl]propanoate CC=1SC=C(N1)N1N=CC(=C1)C(C(=O)OCC)C